FC1=CC=C(C=C1)[C@@H]1N(CCC2=CC=CC=C12)C=1O[C@@]2(CN1)CNC[C@@H]2O (5R,9S)-2-((S)-1-(4-fluorophenyl)-3,4-dihydroisoquinolin-2(1H)-yl)-1-oxa-3,7-diazaspiro[4.4]non-2-en-9-ol